N-[amino(phenyl)methylene]methanesulfonamide NC(=NS(=O)(=O)C)C1=CC=CC=C1